C(C)(C)NC(C1=CC(=CC=C1)C1=CC=CC=2N1N=CC2C(=O)N2CCCCC2)=O N-isopropyl-3-(3-(piperidine-1-carbonyl)pyrazolo[1,5-a]pyridin-7-yl)benzamide